1,2,3,3a-tetrahydro-9H-benzo[e]pyrrolo[2,1-b][1,3]oxazin-9-one C1CCC2OC3=C(C(N21)=O)C=CC=C3